(S)-1-(2-chloro-4-(2'-(3-hydroxy-3-methylpyrrolidin-1-yl)-3-(methoxymethoxy)-6-methyl-[2,4'-bipyridin]-4-yl)phenyl)-3-methyl-1H-imidazol-2(3H)-one ClC1=C(C=CC(=C1)C1=C(C(=NC(=C1)C)C1=CC(=NC=C1)N1C[C@@](CC1)(C)O)OCOC)N1C(N(C=C1)C)=O